(4-((5-chloro-4-(1-methyl-1H-pyrazol-4-yl)pyrimidin-2-yl)amino)-3-methoxyphenyl)(4-morpholinopiperidin-1-yl)methanone ClC=1C(=NC(=NC1)NC1=C(C=C(C=C1)C(=O)N1CCC(CC1)N1CCOCC1)OC)C=1C=NN(C1)C